2-(4-(cyclopropylsulfonyl)-2-fluorophenyl)-5-methoxy-N2-methyl-N4-(5-methyl-1H-pyrazol-3-yl)-6-(1-methyl-1H-pyrazol-4-yl)pyrimidine-2,4-diamine C1(CC1)S(=O)(=O)C1=CC(=C(C=C1)C1(NC(=C(C(=N1)NC1=NNC(=C1)C)OC)C=1C=NN(C1)C)NC)F